methyl 4-(2-(difluoromethoxy)-6-fluorophenyl)-6-methylpyridine-3-carboxylate FC(OC1=C(C(=CC=C1)F)C1=C(C=NC(=C1)C)C(=O)OC)F